[Si](C)(C)(C(C)(C)C)O[C@H](C(=O)O)C (S)-2-(tert-butyldimethylsilyloxy)propanoic acid